O1CCC(CC1)C(=O)N1CCN(CC1)C(=O)C=1C=C(CN2C(NC(C3=CC=CC=C23)=O)=O)C=CC1 1-(3-(4-(Tetrahydro-2H-pyran-4-yl)carbonylpiperazine-1-carbonyl)benzyl)quinazoline-2,4(1H,3H)-dione